FC=1C(=NC(=NC1)N[C@@H]1CC[C@H](CC1)C(=O)O)C1=CC(=CC=C1)C=1C(NC=CC1)=O trans-4-[[5-fluoro-4-[3-(2-oxo-1H-pyridin-3-yl)phenyl]pyrimidin-2-yl]amino]cyclohexanecarboxylic acid